(1S,4s)-4-(2-Fluoro-4-methoxy-5-(((1S,2R,3S,4R)-3-(((R*)-2-methylbutyl)carbamoyl)bicyclo[2.2.1]heptan-2-yl)carbamoyl)phenoxy)cyclohexane-1-carboxylic Acid FC1=C(OC2CCC(CC2)C(=O)O)C=C(C(=C1)OC)C(N[C@@H]1[C@H]2CC[C@@H]([C@@H]1C(NC[C@@H](CC)C)=O)C2)=O |o1:30|